(4bS,8aS)-1-isopropyl-4b,8,8-trimethyl-4b,5,6,7,8,8a,9,10-octahydrophenanthren-3,4-d2-2-ol C(C)(C)C1=C(C(=C(C=2[C@]3(CCCC([C@@H]3CCC12)(C)C)C)[2H])[2H])O